benzylmethanesulfonic acid C(C1=CC=CC=C1)CS(=O)(=O)O